N'-[(2R)-1-hydroxypropan-2-yl]urea OC[C@@H](C)NC(N)=O